6-[2-(6-amino-3-pyridinyl)ethynyl]-2-[1H-benzimidazol-2-yl-[5-fluoro-2-(methoxymethoxy)phenyl]methyl]isoindolin-1-one NC1=CC=C(C=N1)C#CC1=CC=C2CN(C(C2=C1)=O)C(C1=C(C=CC(=C1)F)OCOC)C1=NC2=C(N1)C=CC=C2